C1(CC1)N1C=C(C(C2=CC(=C(C=C12)N1CCN(CC1)CC1=CC=C(C2=CC=CC=C12)F)F)=O)C(=O)O 1-cyclopropyl-6-fluoro-7-(4-((4-fluoronaphthalen-1-yl)methyl)piperazin-1-yl)-4-oxo-1,4-dihydroquinoline-3-carboxylic acid